5-vinyl-pyrimidine C(=C)C=1C=NC=NC1